P(=O)(O)(O)OC[C@@H]1[C@H](C[C@@H](O1)N1C(=O)N=C(N)C=C1)O deoxycytidine mono-phosphate